O[C@H]1C[C@@H](O[C@@H]1CO)N1C=2N=C(NC(C2N=C1)=O)NC([C@H](CC(=O)O)N)=O (S)-4-{9-[(2R,4S,5R)-4-Hydroxy-5-(hydroxymethyl)tetrahydrofur-2-yl]-6-oxo-1,9-dihydropurin-2-ylamino}-3-amino-4-oxobutyric acid